COC=1C=C(C=CC1)C(CC(=O)C1=CC(=CC=C1)OC)=O 1,3-bis(3-methoxyphenyl)propane-1,3-dione